3,4-diphenyl-pyrrolidineitaconic acid, sodium salt [Na+].C1(=CC=CC=C1)C1CN(CC1C1=CC=CC=C1)C(C(C(=O)[O-])=C)C(=O)[O-].[Na+]